N-(2-(4-(6-azaspiro[2.5]octan-6-yl)piperidine-1-yl)-5-((6-((R)-3-(3-chloro-4-fluorophenyl)isoxazolidine-2-yl)pyrimidine-4-yl)amino)-4-methoxyphenyl)acrylamide C1CC12CCN(CC2)C2CCN(CC2)C2=C(C=C(C(=C2)OC)NC2=NC=NC(=C2)N2OCC[C@@H]2C2=CC(=C(C=C2)F)Cl)NC(C=C)=O